NC1=NC(N(C=C1OC)C1O[C@@]([C@H](C1)O)(CO)CC)=O 4-amino-1-((4S,5R)-5-ethyl-4-hydroxy-5-(hydroxymethyl)tetrahydrofuran-2-yl)-5-methoxypyrimidin-2(1H)-one